3-(3-benzyloxy-1-fluoro-propyl)-3-cyano-azetidine-1-carboxylic acid tert-butyl ester C(C)(C)(C)OC(=O)N1CC(C1)(C#N)C(CCOCC1=CC=CC=C1)F